NC1=CC(=NN1C(=O)OCC)[C@@H]1C[C@@H](CC1)OC(=O)NC(C)C ethyl 5-amino-3-[(1S,3R)-3-{[(prop-2-ylamino)carbonyl]oxy}cyclopentyl]pyrazole-1-carboxylate